C(C1=CC=CC=C1)N1CCC2(C[C@@H](N(C2=O)C(=O)OC(C)(C)C)CCO[Si](C)(C)C(C)(C)C)CC1 tert-butyl (R)-8-benzyl-3-(2-((tert-butyldimethylsilyl) oxy) ethyl)-1-oxo-2,8-diazaspiro[4.5]decane-2-carboxylate